C(C)(C)(C)OC(=O)NC1CC(C1)CCC1=NC=CC(=C1)N(C(OC(C)(C)C)=O)C1=CC(=NN1C(C)(C)C)[C@@H]1C[C@@H](CC1)O[Si](C)(C)C(C)(C)C tert-butyl (2-(2-((1r,3R)-3-((tert-butoxycarbonyl)amino)cyclobutyl)ethyl)pyridin-4-yl)(1-(tert-butyl)-3-((1S,3R)-3-((tert-butyldimethylsilyl)oxy)cyclopentyl)-1H-pyrazol-5-yl)carbamate